(S)-(6,7-dichloro-1-methyl-1,3,4,5-tetrahydro-2H-pyrido[4,3-b]indol-2-yl)(4-methoxy-5-(methylamino)pyrimidin-2-yl)methanone ClC1=C(C=CC=2C3=C(NC12)CCN([C@H]3C)C(=O)C3=NC=C(C(=N3)OC)NC)Cl